7-(trifluoromethyl)quinoline-5-carboxylic acid FC(C=1C=C(C=2C=CC=NC2C1)C(=O)O)(F)F